CC1=CC=CC=2N(C(N(C21)C2=CC=C(C=C2)B2OC(C(O2)(C)C)(C)C)=O)CC(=O)NCC(F)(F)F 2-[4-methyl-2-oxo-3-[4-(4,4,5,5-tetramethyl-1,3,2-dioxaborolan-2-yl)phenyl]benzimidazol-1-yl]-N-(2,2,2-trifluoroethyl)acetamide